ClC=1C=C(C=C(C1)Cl)[C@@]1(CC(=NO1)C1=CC(=C(C(=O)O)C=C1)C)C(F)(F)F (S)-4-[5-(3,5-dichlorophenyl)-5-(trifluoromethyl)-4H-isoxazol-3-yl]-2-methyl-benzoic acid